The molecule is a member of the class of aminoacridines that is acridine carrying two dimethylamino substituents at positions 3 and 6. The hydrochloride salt is the fluorescent dye 'acridine orange', used for cell cycle determination. It has a role as a fluorochrome and a histological dye. It is a member of aminoacridines, an aromatic amine and a tertiary amino compound. CN(C)C1=CC2=C(C=C1)C=C3C=CC(=CC3=N2)N(C)C